C(N)(=O)C[C@@H](CCO)CC(C)C R-3-(carbamoylmethyl)-5-methylhexanol